N=1NN=C(C1)CO (2H-1,2,3-triazol-4-yl)methanol